2-chloro-5-[[5-(3,5-dichloro-4-fluoro-phenyl)-5-(trifluoromethyl)-4H-isoxazol-3-yl]amino]-N-[1-(trifluoromethylsulfonyl)azetidin-3-yl]benzamide ClC1=C(C(=O)NC2CN(C2)S(=O)(=O)C(F)(F)F)C=C(C=C1)NC1=NOC(C1)(C(F)(F)F)C1=CC(=C(C(=C1)Cl)F)Cl